C(#N)C=1C=NN2C1C(=CC(=C2)OCC)C=2C=CC(=NC2)N2C[C@@H]([C@H](CC2)NC(C2=C(C=CC(=C2)F)C)=O)O N-((3S,4S)-1-(5-(3-cyano-6-ethoxypyrazolo[1,5-a]pyridin-4-yl)pyridin-2-yl)-3-hydroxypiperidin-4-yl)-5-fluoro-2-methylbenzamide